C(C)(C)(C)OC(=O)N1CCN(CC1)CC1=CC(=C(C(=C1)OC)[N+](=O)[O-])F 4-[(3-fluoro-5-methoxy-4-nitrophenyl)methyl]piperazine-1-carboxylic acid tert-butyl ester